6-amino-3-chloro-2-meth-yl-4-(tri-fluoro-methyl)benzoic acid NC1=CC(=C(C(=C1C(=O)O)C)Cl)C(F)(F)F